CN1C=NC=C1C1=CC=NC(=N1)C(=O)N 6-(3-methylimidazole-4-yl)pyrimidine-2-carboxamide